ClC1=C(C=CC=C1)CC(=O)NC1=CC(=C(C=C1)N1N=CC(=C1)OC(NCC[Si](C)(C)C)=O)S(NCC1=C(C=C(C=C1)OC)OC)(=O)=O [2-(trimethylsilyl)ethyl]carbamic acid [1-(4-{[(2-chlorophenyl) acetyl] amino}-2-[(2,4-dimethoxybenzyl) sulfamoyl] phenyl)-1H-pyrazol-4-yl] ester